1-(tert-butyl)silacyclopentane C(C)(C)(C)[SiH]1CCCC1